O-(2-cyanoethyl-N,N-diisopropyl-amino) phosphoramidite P(ON(C(C)(C)CCC#N)C(C)C)([O-])N